7-((2R,3R,4S,5R)-5-((R)-(4-chloro-3-methylphenyl)(methoxy)methyl)-3,4-dihydroxytetrahydrofuran-2-yl)-3,7-dihydro-4H-pyrrolo[2,3-d]pyrimidin-4-one O-methyl oxime CON=C1C2=C(N=CN1)N(C=C2)[C@@H]2O[C@H]([C@H]([C@H]2O)O)[C@H](OC)C2=CC(=C(C=C2)Cl)C